BrC1=CC(=C(C=C1O)C)F 6-Bromo-4-fluoro-3-methylphenol